COC1=CC=C(C=C1)C[C@H](C)NC(CN1N=NC2=C(C1=O)C=CC=C2)=O (S)-N-(1-(4-methoxyphenyl)propan-2-yl)-2-(4-oxo-benzo[d][1,2,3]triazin-3(4H)-yl)acetamide